FC=1C=C(C=CC1)NC(C1=CC(=CC=C1)NC1CCN(CC1)C1=CC=CC=C1)=O N-(3-fluorophenyl)-3-((1-phenylpiperidin-4-yl)amino)benzamide